(R)-N-((R or S)-(3-chloro-2,4-difluorophenyl)((S or R)-chroman-3-yl)methyl)-2-methyl-3-oxopiperazine-1-carboxamide ClC=1C(=C(C=CC1F)[C@H](NC(=O)N1[C@@H](C(NCC1)=O)C)[C@H]1COC2=CC=CC=C2C1)F |o1:8,20|